FC1(N=CN(C1)C(C)C)C=1C=C(C=CC1OC)C[NH-] 4-fluoro-3-(1-isopropylimidazol-4-yl)-N-[(4-methoxyphenyl)methyl]amide